ClC1=CC=C(C=C1)N1N=C2C(=NN=C(C2=C1C)C)N1CCC(CC1)C(=O)NCC1=NC=CC=C1 1-(2-(4-chlorophenyl)-3,4-dimethyl-2H-pyrazolo[3,4-d]pyridazin-7-yl)-N-(pyridin-2-ylmethyl)piperidine-4-carboxamide